3-(nonyloxy)-1,2-propanediol C(CCCCCCCC)OCC(CO)O